2-butyl-1-hexanol C(CCC)C(CO)CCCC